6-(2-amino-6-fluoro-5-(4-((4-methylpiperazin-1-yl)methyl)phenyl)pyridin-3-yl)-3,4-dihydroisoquinolin-1(2H)-one NC1=NC(=C(C=C1C=1C=C2CCNC(C2=CC1)=O)C1=CC=C(C=C1)CN1CCN(CC1)C)F